(S)-N3-methyl-1-(1-phenylethyl)-N5-(1H-pyrazol-4-yl)-1H-pyrazole-3,5-dicarboxamide CNC(=O)C1=NN(C(=C1)C(=O)NC=1C=NNC1)[C@@H](C)C1=CC=CC=C1